1-Methyl-3-tetradecylimidazolium hexafluorophosphat F[P-](F)(F)(F)(F)F.CN1C=[N+](C=C1)CCCCCCCCCCCCCC